methyl 5-((1,2,3,5,6,7-hexahydro-s-indacen-4-yl)amino)-1-((2-(trimethylsilyl)ethoxy)methyl)-1H-1,2,4-triazole-3-carboxylate C1CCC2=C(C=3CCCC3C=C12)NC1=NC(=NN1COCC[Si](C)(C)C)C(=O)OC